OC(C)(C)C=1C(=CC2=CN(N=C2C1)C1=CC=C(C=C1)CO)NC(=O)C1=NC(=CC=C1)C(F)(F)F N-[6-(1-hydroxy-1-methyl-ethyl)-2-[4-(hydroxymethyl)phenyl]indazol-5-yl]-6-(trifluoromethyl)pyridine-2-carboxamide